hexadecyl-trioxysilane ethyl-N-(6-(benzyloxy)-4-ethyl-2-fluoro-3-iodophenyl)-N-sulfamoylglycinate C(C)OC(CN(S(N)(=O)=O)C1=C(C(=C(C=C1OCC1=CC=CC=C1)CC)I)F)=O.C(CCCCCCCCCCCCCCC)OOO[SiH3]